3-(5-(((1S,2R)-2-(3-(1-(3,3-difluorocyclobutane-1-carbonyl)piperidin-4-yl)azetidin-1-yl)-3,3-difluorocyclohexyl)oxy)-1-oxoisoindolin-2-yl)piperidine-2,6-dione FC1(CC(C1)C(=O)N1CCC(CC1)C1CN(C1)[C@@H]1[C@H](CCCC1(F)F)OC=1C=C2CN(C(C2=CC1)=O)C1C(NC(CC1)=O)=O)F